(betaS)-beta-chloro-N-methyl-N-(phenylmethyl)-3-(trifluoromethyl)phenethylamine Cl[C@H](CN(CC1=CC=CC=C1)C)C1=CC(=CC=C1)C(F)(F)F